FC=1C=C(COC=2C=C3N(C(N2)=O)C[C@H]2N3COC2)C=C(C1OC1=CC(=NC=C1)C(F)(F)F)F (R)-6-((3,5-difluoro-4-((2-(trifluoromethyl)pyridin-4-yl)oxy)benzyl)oxy)-10,10a-dihydro-1H-oxazolo[3',4':3,4]imidazo[1,2-c]pyrimidin-8(3H)-one